OC(C#CC1=CN=C2N1N=C(C=C2)C=2C=CC(=C(C2)NC(=O)N2OCC[C@H]2C2=CC=CC=C2)C)(C)C (S)-N-(5-(3-(3-hydroxy-3-methylbut-1-yn-1-yl)imidazo[1,2-b]pyridazin-6-yl)-2-methylphenyl)-3-phenylisoxazolidine-2-carboxamide